4-[3-(1-{[6-(1,3-benzothiazol-6-yl)-2-methylpyrimidin-4-yl]amino}ethyl)phenyl]-1H-pyrazol S1C=NC2=C1C=C(C=C2)C2=CC(=NC(=N2)C)NC(C)C=2C=C(C=CC2)C=2C=NNC2